ClC1=CC=C(C=C1)C1=NN(CC1C1=CC=CC=C1)C(=NS(=O)(=O)C1=CC=C(C=C1)Cl)NC1CC(C1)S(N)(=O)=O 3-(4-chlorophenyl)-N'-((4-chlorophenyl)sulfonyl)-4-phenyl-N-((1S,3R)-3-sulfamoyl-cyclobutyl)-4,5-dihydro-1H-pyrazole-1-carboxamidine